tert-butyl (8-hydroxyoctyl)carbamate OCCCCCCCCNC(OC(C)(C)C)=O